C(C)(C)(C)OC(=O)N1C[C@@H]2C([C@@H]2C1)CN1CCN(CC1)CC1CCN(CC1)C=1C=C2C(N(C(C2=CC1)=O)C1C(NC(CC1)=O)=O)=O (1r,5s,6s)-6-[[4-[[1-[2-(2,6-dioxo-3-piperidinyl)-1,3-dioxo-isoindolin-5-yl]-4-piperidinyl]methyl]piperazin-1-yl]methyl]-3-azabicyclo[3.1.0]hexane-3-carboxylic acid tert-butyl ester